trans-N1-(5-(imidazo[1,2-b]pyridazin-6-yl)pyrrolo[2,1-f][1,2,4]triazin-2-yl)-N4-methylcyclohexane-1,4-diamine N=1C=CN2N=C(C=CC21)C=2C=CN1N=C(N=CC12)N[C@@H]1CC[C@H](CC1)NC